FC(C1=CC=C(OC2=C3CCN(CC3=CC=C2)C2=CC(=CC=C2)SC(F)(F)F)C=C1)(F)F 5-(4-(trifluoromethyl)phenoxy)-2-(3-((trifluoromethyl)thio)phenyl)-1,2,3,4-tetrahydroisoquinoline